NC1=CC=C(C(=C1C(=O)N(C)C)F)C=1C(=C2C(=NC1)NC[C@@]21C[C@H](CC1)N1C(C=CC=C1)=O)Cl 6-Amino-3-((1S,3S)-4'-chloro-3-(2-oxopyridin-1(2H)-yl)-1',2'-dihydrospiro[cyclopentane-1,3'-pyrrolo[2,3-b]pyridin]-5'-yl)-2-fluoro-N,N-dimethylbenzamide